C(C)N1C(=NC=2N(C(N(C(C12)=O)CC#C)=O)CCCCP(OCC)(OCC)=O)CCC1=C(C=CC=C1)F Diethyl (4-(7-ethyl-8-(2-fluorophenethyl)-2,6-dioxo-1-(prop-2-yn-1-yl)-1,2,6,7-tetrahydro-3H-purin-3-yl)butyl)phosphonate